FC(C=1C(=C(C=C(C1)C(F)(F)F)NC(C(C)(C)C)=O)C#C[Si](C)(C)C)(F)F N-[3,5-bis(trifluoromethyl)-2-(2-trimethylsilylethynyl)phenyl]-2,2-dimethyl-propanamide